C(#N)C=1C=CC(=C2C=CC=NC12)N1C[C@H]2N(CC=3C=C(C=CC3C2)N2CCOCC(C2)NC(OC(C)(C)C)=O)[C@@H](C1)C Tert-Butyl N-[4-[(4R,11aS)-2-(8-cyano-5-quinolyl)-4-methyl-1,3,4,6,11,11a-hexahydropyrazino[1,2-b]isoquinolin-8-yl]-1,4-oxazepan-6-yl]carbamate